C3-bromo-2-(bromomethyl)-N-(tert-butyl)benzenesulfonamide BrC=1C(=C(C=CC1)S(=O)(=O)NC(C)(C)C)CBr